OC=1C=C(C=O)C(=CC1)Br 3-hydroxy-6-bromo-benzaldehyde